NC=1C=2N(C(=CN1)Cl)C(=NC2C2=C(C=C(C=C2)C(NC2=NC=CC(=C2)C(F)(F)F)=O)OCC)C2CCC(CC2)(C(=O)O)C 4-[8-amino-5-chloro-1-(2-ethoxy-4-{[4-(trifluoromethyl)pyridin-2-yl]carbamoyl}phenyl)imidazo[1,5-a]pyrazin-3-yl]-1-methylcyclohexanecarboxylic acid